NC1=C(SC2=NC(=CN=C21)C)C(=O)N[C@H]2COC1=C(C(=CC(=C1C2)F)N2CCNCC2)C#N (R)-7-amino-N-(8-cyano-5-fluoro-7-(piperazin-1-yl)chroman-3-yl)-3-methylthieno[2,3-b]pyrazine-6-carboxamide